lithium sodium lithium sodium [Na].[Li].[Na].[Li]